FC=1C=NC=CC1CNC(=O)C1=CN=C(S1)N1CCC(CC1)N1C[C@@H](CCC1)C N-[(3-fluoropyridin-4-yl)methyl]-2-[(3R)-3-methyl-[1,4'-bipiperidin]-1'-yl]-1,3-thiazole-5-carboxamide